CC=1C=CC=2C3(C4=CC=CC=C4OC2C1)OC(=O)C1=CC=CC=C13 3'-methylspiro[phthalide-3,9'-[9H]xanthene]